2,2,5-tris(trifluoromethyl)hept-3-ene FC(C(C)(C=CC(CC)C(F)(F)F)C(F)(F)F)(F)F